C(C)O[Si](OCC)(OCC)OCC.C(C)[SiH](OCCOC)CC1=CC=CC=C1 ethyl-(benzyl)methoxyethoxysilane TetraEthylOrthoSilicate